NC1=NC=CC(=N1)N1C=C(C=2C(NCCC21)=O)NC2=CC=CC1=C2N=CS1 (2-aminopyrimidin-4-yl)-3-(1,3-benzothiazol-4-ylamino)-1H,5H,6H,7H-pyrrolo[3,2-c]pyridin-4-one